FC1=C(C=C(C=C1)N(C(=O)C=1C=C(C2=C(N(C=N2)C2=CC=C(C=C2)NC(OC)=O)C1)C)C)OC methyl N-[4-[6-[(4-fluoro-3-methoxy-phenyl)-methyl-carbamoyl]-4-methyl-benzimidazol-1-yl]phenyl]carbamate